C(CCCCCCCCCCC)C(CCCCO)(CCCCCCCCCCCC)O 5-dodecylheptadecane-1,5-diol